COC1=CC=C(C=C1)S(=O)(=O)NCC(F)(F)F (4-methoxyphenyl)-N-(2,2,2-trifluoroethyl)sulfonamide